2-(3-fluorobicyclo[1.1.1]pentan-1-yl)-4,4-dimethylcyclohex-1-enecarbaldehyde FC12CC(C1)(C2)C2=C(CCC(C2)(C)C)C=O